1-(5-fluoro-2-hydroxyphenyl)-2-(3-fluorophenyl)ethanone FC=1C=CC(=C(C1)C(CC1=CC(=CC=C1)F)=O)O